C(C)C1(C2C3CCCC3C(C1)C2)OC(=O)C2C1C3C4C=CC(C3C(C2)C1)C4 8-(5-ethyl-octahydro-4,7-methyleneinden-5-yloxycarbonyl)-tetracyclo[4.4.0.12,5.17,10]-3-dodecene